ClC=1C=CC(=C(C1)C1=CC(N(C=C1OC)C(C(=O)NC1=CC=C(C(=O)O)C=C1)CCOC(F)(F)F)=O)C1=CN=CO1 4-{[2-{4-[5-chloro-2-(1,3-oxazol-5-yl)phenyl]-5-methoxy-2-oxopyridin-1(2H)-yl}-4-(trifluoromethoxy)butanoyl]amino}benzoic acid